C[S+](C)C.CO methanol, trimethylsulfonium salt